trifluoro-2,2-dimethylpropan FC(C(C)(C)C)(F)F